C(C(=C)C)(=O)OCOC(CC(=O)C)=O acetoacetoxy-methyl methacrylate